NC1=NC(=C(C(=N1)N[C@H](CCO)CCC)CC1=C(C=C(CN(CCC(=O)O)CC)C=C1)OC)C (S)-3-((4-((2-amino-4-(1-hydroxyhexan-3-ylamino)-6-methylpyrimidin-5-yl)methyl)-3-methoxybenzyl)(ethyl)amino)propanoic acid